ClC=1N=C(C2=C(N1)C(=CS2)N2C(=NN=C2C)C)N2[C@@H](COCC2)C (R)-4-(2-Chloro-7-(3,5-dimethyl-4H-1,2,4-triazol-4-yl)thieno[3,2-d]pyrimidin-4-yl)-3-Methylmorpholine